D,L-xylitol C([C@H](O)[C@@H](O)[C@H](O)CO)O |r|